tetraphenyl ethylene borate bromopyridinium salt Br[N+]1=CC=CC=C1.B([O-])([O-])[O-].C1(=CC=CC=C1)C(=C(C1=CC=CC=C1)C1=CC=CC=C1)C1=CC=CC=C1.Br[N+]1=CC=CC=C1.Br[N+]1=CC=CC=C1